N-(4-(chloromethyl)-2,6-dimethylphenyl)-4-(2,5-dichlorophenyl)pyrimidine-2-carboxamide ClCC1=CC(=C(C(=C1)C)NC(=O)C1=NC=CC(=N1)C1=C(C=CC(=C1)Cl)Cl)C